2-amino-5-(diethylamino)toluene NC1=C(C)C=C(C=C1)N(CC)CC